tert-butyl 3-methoxy-5-oxo-5,7-dihydrospiro[cyclopenta[b]pyridine-6,4'-piperidine]-1-carboxylate COC1=CC2=C(N(C1)C(=O)OC(C)(C)C)CC1(CCNCC1)C2=O